tert-butyl (E)-7-(5-chloro-2-(2-(5-cyano-2-methyl-6-(3-((methylsulfonyl)oxy)prop-1-en-1-yl)-4-oxopyrido[3,4-d]pyrimidin-3(4H)-yl)ethoxy)phenyl)thieno[3,2-b]pyridine-3-carboxylate ClC=1C=CC(=C(C1)C1=C2C(=NC=C1)C(=CS2)C(=O)OC(C)(C)C)OCCN2C(=NC1=C(C2=O)C(=C(N=C1)\C=C\COS(=O)(=O)C)C#N)C